N-methyl-azetidinesulfonamide CNS(=O)(=O)N1CCC1